COC(=O)C1=CC=CC=2N=CSC21 benzo[d]thiazole-7-carboxylic acid methyl ester